CC1=NC(=CC=C1N1CCN(CC1)CC=1C=C2NC(C=3N(C2=C(C1)F)N=C(C3)Cl)=O)C(NC)=O 7-((4-(2-methyl-6-(methylcarbamoyl)pyridin-3-yl)piperazin-1-yl)methyl)-2-chloro-9-fluoropyrazolo[1,5-a]quinoxalin-4(5H)-one